silver (II) sulfide [S-2].[Ag+2]